C(C)(C)(C)C1=CC=C(OC2=C(C=C(N)C=C2)F)C=C1 4-(4-(Tert-butyl)phenoxy)-3-fluoroaniline